CC=1C=C(CC2=C(C=CC(=C2)C)S(=O)(=O)N)C=C(C1O)C 2-(3,5-dimethyl-4-hydroxybenzyl)-4-methylbenzenesulfonamide